4-Chloro-7-[(3R)-3-{4-[4-({4-[2-(2,6-dioxopiperidin-3-yl)-1-oxo-2,3-dihydro-1H-isoindol-5-yl]piperazin-1-yl}methyl)piperidin-1-yl]phenyl}piperidin-1-yl]-1H-indole-3-carbonitrile ClC1=C2C(=CNC2=C(C=C1)N1C[C@H](CCC1)C1=CC=C(C=C1)N1CCC(CC1)CN1CCN(CC1)C=1C=C2CN(C(C2=CC1)=O)C1C(NC(CC1)=O)=O)C#N